Bromo-4-chloro-7-tosyl-7H-pyrrolo[2,3-d]pyrimidine BrC=1N=C(C2=C(N1)N(C=C2)S(=O)(=O)C2=CC=C(C)C=C2)Cl